(2R,3R,4R,5R)-2-(4-Bromopyrrolo[2,1-f][1,2,4]triazin-7-yl)-3,4-dibenzyloxy-5-((benzyloxy)methyl)tetrahydrofuran BrC1=NC=NN2C1=CC=C2[C@H]2O[C@@H]([C@H]([C@@H]2OCC2=CC=CC=C2)OCC2=CC=CC=C2)COCC2=CC=CC=C2